COC(=O)C=1NC=C(C1)C=1C=NN(C1)C 4-(1-methyl-1H-pyrazol-4-yl)-1H-pyrrole-2-carboxylic acid methyl ester